OCC1=CCC2(CCN(CC2)C(=O)OC(C)(C)C)CC1 tert-butyl 9-(hydroxymethyl)-3-azaspiro[5.5]undec-8-ene-3-carboxylate